N-methyl-N-[(4-phenylphenyl)methyl]-1H-imidazole-4-carboxamide CN(C(=O)C=1N=CNC1)CC1=CC=C(C=C1)C1=CC=CC=C1